C[Sn](C1=CC(=NC=N1)NC(C)=O)(C)C N-(6-(trimethylstannyl)pyrimidin-4-yl)acetamide